N1CC(C1)CNC(=O)C1CCN(CC1)C(C1=C(C=C(C=C1)NC=1C=2N(C=CN1)C(=CN2)C2=CC(=C(C=C2)OC)F)C)=O N-(azetidin-3-ylmethyl)-1-(4-((3-(3-fluoro-4-methoxyphenyl)imidazo[1,2-a]pyrazin-8-yl)amino)-2-methylbenzoyl)piperidine-4-carboxamide